4-ethylpyridine-2-formamidine C(C)C1=CC(=NC=C1)C(=N)N